8-[(1R)-1-[(6-Chloro-2-fluoro-3-pyridyl)oxy]ethyl]-2-[1-[(2R)-2-hydroxypropyl]pyrazol-4-yl]-3,6-dimethyl-chromen-4-one ClC1=CC=C(C(=N1)F)O[C@H](C)C=1C=C(C=C2C(C(=C(OC12)C=1C=NN(C1)C[C@@H](C)O)C)=O)C